FC(C=1C=C(C=CC1)C1=NC2=CC=C(C=C2C=N1)Br)(F)F 2-(3-(trifluoromethyl)phenyl)-6-bromoquinazoline